CC1=NC=C(C(=C1)C=1NC2=CC=C(C=C2C1C(C)C)C1CCN(CC1)CC1=NN(C=C1)C)C 2-(2,5-dimethylpyridin-4-yl)-3-isopropyl-5-(1-((1-methyl-1H-pyrazol-3-yl)methyl)piperidin-4-yl)-1H-indole